C(C)(C)(C)N1C(C2=CC=C(C=C2C1)OCC=1C=C(C=CC1)C=1C=CC(=C(C(=O)O)C1)Cl)=O 5-(3-{[2-(tert-Butyl)-1-oxoisoindolin-5-yloxy]methyl}phenyl)-2-chlorobenzoic acid